C(C)(C)(C)C1=NN(C(=C1)NC(=O)NC1=C(C=C(C=C1)OC1=CC=NC=2NC(C=NC21)=O)F)C2=NC=CC=N2 1-(3-(tert-butyl)-1-(pyrimidin-2-yl)-1H-pyrazol-5-yl)-3-(2-fluoro-4-((3-oxo-3,4-dihydropyrido[2,3-b]pyrazin-8-yl)oxy)phenyl)urea